2,2-Dimethyl-1-(4-nitropiperidin-1-yl)propan-1-one CC(C(=O)N1CCC(CC1)[N+](=O)[O-])(C)C